(Z)-3-((tert-butylamino)methylene)-2-(4-hydroxyphenyl)-6-methylchroman-4-one C(C)(C)(C)N\C=C/1\C(OC2=CC=C(C=C2C1=O)C)C1=CC=C(C=C1)O